ClC1=C(C(=O)[O-])C=CC=C1N1CC(C1)(C)O 2-chloro-3-(3-hydroxy-3-methylazetidin-1-yl)benzoate